NCCOCCOCCOCCOCCC(=O)N(CCCCCCCC(=O)OCCCCCCCCC)CCCCCCCC(=O)OC(CCCCCCCC)CCCCCCCC nonyl 8-[3-[2-[2-[2-(2-aminoethoxy)ethoxy]ethoxy]ethoxy]propanoyl-[8-(1-octylnonoxy)-8-oxo-octyl]amino]octanoate